OC=1N=NC2=CC(=CC=C2C1)C=1CCN(CC1)C(=O)OC(C)(C)C tert-Butyl 4-(3-hydroxycinnolin-7-yl)-3,6-dihydropyridine-1(2H)-carboxylate